3-(4,5-dibromo-2-methyl-3,6-dioxo-pyridazin-1-yl)-N-(2-propylthiazolo[4,5-c]quinolin-4-yl)propanamide BrC=1C(N(N(C(C1Br)=O)CCC(=O)NC1=NC=2C=CC=CC2C2=C1N=C(S2)CCC)C)=O